C[C@@H]1O[C@@H](CN(C1)C1=CC=C(C=N1)C1=CC(=C(C2=C1OC(O2)(C)C2CCN(CC2)C(=O)OC(C)(C)C)C)C(=O)OC2=C(C(=C(C(=C2F)F)F)F)F)C tert-butyl 4-(7-(6-((2S,6R)-2,6-dimethylmorpholino)pyridin-3-yl)-2,4-dimethyl-5-((pentafluorophenoxy)carbonyl)benzo[d][1,3]dioxol-2-yl)piperidin-1-carboxylate